1,2-bis(hydroxymethyl)-1-butanol OCC(C(CC)CO)O